2-methyl-1-methylaminopropane CC(CNC)C